ClC=1N=C(C2=C(N1)C(=C(N=C2)Cl)F)N2C[C@@H]1CC[C@H](C2)C1 (1R,5S)-3-(2,7-dichloro-8-fluoropyrido[4,3-d]pyrimidin-4-yl)-3-azabicyclo[3.2.1]octane